N-(1-propylpentyl)-bicyclo[2.2.1]Hept-5-ene-2,3-dicarboximide C(CC)C(CCCC)N1C(=O)C2C3C=CC(C2C1=O)C3